(1R*,3S*)-3-(methylsulfonamido)-1-(3-(pyrimidin-2-yl)benzyl)cyclopentane-1-carboxylate CS(=O)(=O)N[C@@H]1C[C@](CC1)(C(=O)[O-])CC1=CC(=CC=C1)C1=NC=CC=N1 |o1:5,7|